2-(2-oxa-5-azabicyclo[4.1.0]heptan-5-yl)-N-(2-(trifluoromethyl)benzyl)pyrido[2,3-d]pyrimidin-4-amine C12OCCN(C2C1)C=1N=C(C2=C(N1)N=CC=C2)NCC2=C(C=CC=C2)C(F)(F)F